(3S)-ethyl 3-(3-(hex-5-en-1-yl)-3-methyl-2-oxoazetidin-1-yl)-3-(6-methoxypyridin-3-yl)propanoate C(CCCC=C)C1(C(N(C1)[C@@H](CC(=O)OCC)C=1C=NC(=CC1)OC)=O)C